N[C@@H]1CC[C@H](CC1)NC=1C=2N(N=CC1C(N)=NC1=C(C=CC(=C1)F)Cl)C=C(C2)C=2C=C(C=CC2C)CNC(C)=O N-[[3-[4-[trans-(4-aminocyclohexyl)amino]-3-[N'-(2-chloro-5-fluoro-phenyl)carbamimidoyl]pyrrolo[1,2-b]pyridazin-6-yl]-4-methyl-phenyl]methyl]acetamide